NC1=CC2=C(B(OCC2)O)C=C1 6-aminobenzo[c][1,2]oxaborin-1(3H)-ol